CC1=CC(=C(C=C1)C2(CO2)COC(=O)C(C)C)OC(=O)C(C)C Bis(2-methylpropanoyloxy)-9,10-epoxy-p-mentha-1,3,5-triene